1,2-bis(t-butylperoxy)butane C(C)(C)(C)OOCC(CC)OOC(C)(C)C